C(C1=CC=CC=C1)OC=1C=C(CCOC[C@]2(C[C@H](CC2)NS(=O)(=O)C)C=2OC=C(N2)CCl)C=CC1 N-((1S,3S)-3-((3-(benzyloxy)phenethoxy)methyl)-3-(4-(chloromethyl)oxazol-2-yl)cyclopentyl)methanesulfonamide